C1=CC=C(C=C1)Br The molecule is the simplest member of the class of bromobenzenes, that is benzene in which a single hydrogen has been substituted by a bromine. A liquid at room temperature (m.p. -30℃; b.p.760 156℃), it is used as a solvent, particularly for large-scale crystallisations, and for the introduction of phenyl groups in organic synthesis. It has a role as a non-polar solvent, a hepatotoxic agent and a mouse metabolite. It is a member of bromobenzenes, a bromoarene and a volatile organic compound.